(1aR,5aR)-2-(5-Cyano-pyrazin-2-yl)-1a,2,5,5a-tetrahydro-1H-2,3-diaza-cyclopropa[a]pentalene-4-carboxylic acid (4-hydroxymethyl-tetrahydro-pyran-4-yl)-amide OCC1(CCOCC1)NC(=O)C=1C=2C[C@@H]3[C@H](C2N(N1)C1=NC=C(N=C1)C#N)C3